2-[(2Z)-2-(aminomethyl)-3-fluoroprop-2-en-1-yl]-4-[4-(benzyloxy)phenyl]-2,4-dihydro-3H-1,2,4-triazol-3-one NC/C(/CN1N=CN(C1=O)C1=CC=C(C=C1)OCC1=CC=CC=C1)=C/F